5-methyl-2-spiro[3.3]heptan-2-yl-piperidine CC1CCC(NC1)C1CC2(C1)CCC2